OC=1C=C(C=CC1O)/C=C/C(=O)C1=CC=C(C=C1)OC1=CC=CC=C1 (E)-3-(3,4-dihydroxyphenyl)-1-(4-phenoxyphenyl)-2-propen-1-one